(Z)-2-(2,6-dioxopiperidin-3-yl)-5-(3-(3-(4-(1-(4-hydroxyphenyl)-2-phenylbut-1-en-1-yl)phenoxy)propoxy)propoxy)isoindoline-1,3-dione O=C1NC(CCC1N1C(C2=CC=C(C=C2C1=O)OCCCOCCCOC1=CC=C(C=C1)\C(=C(\CC)/C1=CC=CC=C1)\C1=CC=C(C=C1)O)=O)=O